CCCCCCC1=CC=C(S1)C2=CC=C(S2)C3=CC=C(S3)C4=CC=C(S4)C5=CC=C(S5)C6=CC=C(S6)CCCCCC α,ω-dihexylsexithiophene